FC=1C=CC(=NC1)C=1C=NC2=CC(=CC=C2C1)C(=O)NC1=CC(=NN1C)C1=CC=CC=C1 3-(5-fluoropyridin-2-yl)-N-(1-methyl-3-phenyl-1H-pyrazol-5-yl)quinoline-7-carboxamide